2,2'-(1-(4-(1H-imidazol-1-yl)butyl)piperidine-4,4-diyl)bis(ethan-1-ol) N1(C=NC=C1)CCCCN1CCC(CC1)(CCO)CCO